(S)-tert-Butyl 7-(3-(3-(2-(((benzyloxy)carbonyl)amino)-3-methoxy-3-oxopropoxy)azetidin-1-yl)propyl)-3,4-dihydro-1,8-naphthyridine-1(2H)-carboxylate C(C1=CC=CC=C1)OC(=O)N[C@@H](COC1CN(C1)CCCC1=CC=C2CCCN(C2=N1)C(=O)OC(C)(C)C)C(=O)OC